COC=1C(=C(C(=CC1)C)C1=C2C(=NC(=C1)C#N)N(C(=C2)C)C)C 4-(3-methoxy-2,6-dimethylphenyl)-1,2-dimethyl-pyrrolo[2,3-b]pyridine-6-carbonitrile